FC(S(=O)(=O)OC=1N=C(C(=C2C1SC=C2F)C2=C(C=C(C=C2OCCOC)F)F)C2=NN1C([C@@H](N[C@@H](C1)C)C)=C2)(F)F (R)-4-(2,4-difluoro-6-(2-methoxyethoxy)phenyl)-5-((4S,6R)-4,6-dimethyl-4,5,6,7-tetrahydro pyrazolo[1,5-a]pyrazin-2-yl)-3-fluorothieno[2,3-c]pyridin-7-yl trifluoromethanesulfonate